potassium permanganate, sodium salt [Na+].[Mn](=O)(=O)(=O)[O-].[K+].[Mn](=O)(=O)(=O)[O-]